(S)-1-(pyrazin-2-yl)piperidin-3-amine N1=C(C=NC=C1)N1C[C@H](CCC1)N